5-(5-(2-(ethoxymethoxy)-6-methyl-4-(trifluoromethyl)phenyl)-2H-[1,2,3]triazolo[4,5-b]pyridin-2-yl)piperidin-2-one C(C)OCOC1=C(C(=CC(=C1)C(F)(F)F)C)C=1C=CC=2C(N1)=NN(N2)C2CCC(NC2)=O